C(C=C)(=O)OCCC(=O)O 2-carboxylethyl acrylate